C(C=C)N1C(NC=C(C1=O)/C(/C)=N/OC(C)C)=O (E)-3-allyl-5-(1-(isopropoxyimino)ethyl)pyrimidine-2,4(1H,3H)-dione